N-(1-(4-((5-Amino-2-azaspiro[3.3]heptan-2-yl)methyl)phenyl)-2-oxo-1,2-dihydropyrimidin-4-yl)-4-(2-amino-2-methylpropanoyl)piperazine-1-carboxamide Hydrochloride Salt Cl.NC1C2(CN(C2)CC2=CC=C(C=C2)N2C(N=C(C=C2)NC(=O)N2CCN(CC2)C(C(C)(C)N)=O)=O)CC1